Hexenyl-3-Cis-Salicylate ((Z)-hex-3-en-1-yl 2-hydroxybenzoate) C(C\C=C/CC)C=1C(=C(C(=O)O)C=CC1)O.C(=CCCCC)OC=1C(C(=O)O)=CC=CC1